2-[4-[(R)-amino(5-chloro-2-hydroxy-4-methylphenyl)methyl]piperidine-1-carbonyl]oxolan-3-ol N[C@H](C1CCN(CC1)C(=O)C1OCCC1O)C1=C(C=C(C(=C1)Cl)C)O